CS(=O)(=O)CCCO 3-methyl-sulfonylpropan-1-ol